4-(N,N-dimethylamino)benzenesulfonic acid CN(C)C1=CC=C(C=C1)S(=O)(=O)O